C1(=CC=CC=C1)C1=NNC(=N1)N 3-Phenyl-1H-1,2,4-triazol-5-amine